C(C)(C)C1=C(NC2=CC=C(C=C12)C1CCNCC1)C=1C=CC=2N(N1)C=C(N2)N 6-(3-isopropyl-5-(piperidin-4-yl)-1H-indol-2-yl)imidazo[1,2-b]pyridazin-2-amine